(S)-2-((((9H-Fluoren-9-yl)methoxy)carbonyl)amino)-3-(4-(tert-butoxycarbonyl)-2-fluorophenyl)propanoic acid C1=CC=CC=2C3=CC=CC=C3C(C12)COC(=O)N[C@H](C(=O)O)CC1=C(C=C(C=C1)C(=O)OC(C)(C)C)F